FC1=CC=C(C=C1)C(C(CN1N=C(N=C1)C(F)(F)F)(C)C)=NN(C=O)CC#C N'-(1-(4-fluorophenyl)-2,2-dimethyl-3-(3-(trifluoromethyl)-1H-1,2,4-triazol-1-yl)propylidene)-N-(2-propynyl)formhydrazide